(1S,3S)-3-((6-(5-chloro-3-((((propyl) carbamoyl)oxy)methyl)thiophen-2-yl)-2-methylpyridin-3-yl)oxy)cyclohexane-1-carboxylate ClC1=CC(=C(S1)C1=CC=C(C(=N1)C)O[C@@H]1C[C@H](CCC1)C(=O)[O-])COC(NCCC)=O